1-({5-[5-(difluoromethyl)-1,3,4-oxadiazol-2-yl]-1,3-thiazol-2-yl}methyl)-1,2,3,4-tetrahydro-1,7-naphthyridin-2-one FC(C1=NN=C(O1)C1=CN=C(S1)CN1C(CCC2=CC=NC=C12)=O)F